5-((R)-3,4-dimethylpiperazin-1-yl)-N-((R)-1-(3-(1-ethyl-1H-pyrazol-3-yl)-5-(1-methyl-1H-pyrazol-4-yl)phenyl)ethyl)-2-methylbenzamide C[C@@H]1CN(CCN1C)C=1C=CC(=C(C(=O)N[C@H](C)C2=CC(=CC(=C2)C=2C=NN(C2)C)C2=NN(C=C2)CC)C1)C